(6-((5-bromo-2-((7-methoxy-2,4-dimethyl-1,2,3,4-tetrahydroisoquinolin-6-yl)amino)pyrimidin-4-yl)amino)quinoxalin-5-yl)dimethylphosphine BrC=1C(=NC(=NC1)NC=1C=C2C(CN(CC2=CC1OC)C)C)NC=1C(=C2N=CC=NC2=CC1)P(C)C